m-tert-Butylbenzonitrile C(C)(C)(C)C=1C=C(C#N)C=CC1